6-[5-[2-(6,7-dihydro-5H-cyclopenta[c]pyridin-6-ylmethylamino)ethyl]-2-oxo-1,3-oxazolidin-3-yl]-4H-pyrido[3,2-b][1,4]oxazin-3-one C1=NC=CC2=C1CC(C2)CNCCC2CN(C(O2)=O)C=2C=CC=1OCC(NC1N2)=O